[2,6-difluoro-4-[2-(3-pyridinyl)ethynyl]phenyl]-3'-pyrimidin-4-yl-spiro[cyclopropane-1,5'-imidazo[1,2-a]imidazol]-6'-one FC1=C(C(=CC(=C1)C#CC=1C=NC=CC1)F)C1=NC=2N(C1C1=NC=NC=C1)C1(C(N2)=O)CC1